C(C1=CC=CC=C1)CC(CC(=O)N(CC(=O)[O-])NC(CP(=O)(OCC)OCC)=O)C 2-[benzyl[(diethoxyphosphoryl)acetylamino]-3-methylbutyrylamino]acetate